ClC=1C(=NC=CC1OC)N=C(C1=CC=CC=C1)C1=CC=CC=C1 N-(3-chloro-4-methoxy-2-pyridyl)-1,1-diphenyl-methanimine